2-(azetidin-1-yl)-8-(1-bromoethyl)-6-methyl-chromen-4-one N1(CCC1)C=1OC2=C(C=C(C=C2C(C1)=O)C)C(C)Br